N-phenyl-4-(prop-1-en-2-yl)-1,2,5-oxadiazole-3-carboxamide C1(=CC=CC=C1)NC(=O)C1=NON=C1C(=C)C